benzyl (4aR,7aS)-hexahydro-6H-[1,4]dioxino[2,3-c]pyrrole-6-carboxylate O1CCO[C@H]2[C@@H]1CN(C2)C(=O)OCC2=CC=CC=C2